C1(CC1)C1=CC2=C(N(C(N=C2N2C(CNCC2)C)=O)C=2C(=NC=CC2C)C(C)C)N=C1C1=C(C(=CC=C1)O)F 6-cyclopropyl-7-(2-fluoro-3-hydroxyphenyl)-1-(2-isopropyl-4-methylpyridin-3-yl)-4-(2-methylpiperazin-1-yl)pyrido[2,3-d]pyrimidin-2(1H)-one